N-((3R,4S)-4-((8-(1-cyclopropyl-1H-pyrazol-4-yl)-6-(2,6-dichloro-3,5-di-methoxyphenyl)pyrido[3,4-d]pyrimidin-2-yl)amino)tetrahydrofuran-3-yl)acrylamide C1(CC1)N1N=CC(=C1)C1=NC(=CC2=C1N=C(N=C2)N[C@H]2[C@H](COC2)NC(C=C)=O)C2=C(C(=CC(=C2Cl)OC)OC)Cl